COC1=C(C=C(C=C1)C1(COC1)C)S(=O)(=O)N 2-methoxy-5-(3-methyloxetan-3-yl)benzenesulfonamide